ClC(CC(=O)OCC)=O ethyl 3-chloro-3-oxo-propanoate